BrCC1CCCC1 Bromomethyl-cyclopentane